FC(C(=O)O)(CC1=C(C=C(C=C1)F)I)F α,α,4-trifluoro-2-Iodo-benzenepropanoic acid